BrC1=C(C=C(C(=O)Cl)C=C1)I 4-bromo-3-iodobenzoyl chloride